N'-(5-bromo-6-(((4-chlorophenyl)(isopropyl)(oxo)-λ6-sulfaneylidene)amino)-2-methylpyridin-3-yl)-N-ethyl-N-methylformimidamide BrC=1C=C(C(=NC1N=S(=O)(C(C)C)C1=CC=C(C=C1)Cl)C)N=CN(C)CC